N6-[(benzyloxy)carbonyl]-N-[2-(α-D-mannopyranosyloxy)ethyl]-N2,N2-bis[2-({2-[(α-D-mannopyranosyl)oxy]ethyl}amino)-2-oxoethyl]-L-lysinamide C(C1=CC=CC=C1)OC(=O)NCCCC[C@H](N(CC(NCCO[C@@H]1[C@@H](O)[C@@H](O)[C@H](O)[C@H](O1)CO)=O)CC(=O)NCCO[C@@H]1[C@@H](O)[C@@H](O)[C@H](O)[C@H](O1)CO)C(=O)NCCO[C@@H]1[C@@H](O)[C@@H](O)[C@H](O)[C@H](O1)CO